[Mo](=O)(=O)(=O)=O molybdenum tetraoxide